7-[(3-chloro-6,11-dihydro-5,5-dioxo-6-methyl-dibenzo-[c,f][1,2]thiazepin-11-yl)amino]heptanoic acid sodium salt [Na+].ClC1=CC2=C(C(C3=C(N(S2(=O)=O)C)C=CC=C3)NCCCCCCC(=O)[O-])C=C1